methyl 7-isopropyl-1,4a-dimethyl-1,2,3,4,4a,4b,5,6,7,8,10,10a-dodecahydrophenanthrene-1-carboxylate C(C)(C)C1CCC2C3(CCCC(C3CC=C2C1)(C(=O)OC)C)C